C1(CC1)OC1=C(C=C(C=C1)N1CCN(CC1)CCF)[N+](=O)[O-] 1-(4-cyclopropoxy-3-nitrophenyl)-4-(2-fluoroethyl)piperazine